4-methyl-1-oxo-1,3-dihydroisobenzofuran-5-carbonitrile CC1=C2COC(C2=CC=C1C#N)=O